C(C)(=O)N1CCC(CC1)NC1=CC(=NC=N1)C(=O)NC[C@@H](O)[C@H]1N(CC2=CC(=CC=C2C1)O)C(=O)OC(C)(C)C tert-Butyl (3S)-3-[(1R)-2-[[6-[(1-acetyl-4-piperidyl)amino]pyrimidine-4-carbonyl]amino]-1-hydroxyethyl]-7-hydroxy-3,4-dihydro-1H-isoquinoline-2-carboxylate